SCCC(=O)OCC(COC(CCS)=O)(COCC(COC(CCS)=O)(COC(CCS)=O)COC(CCS)=O)COC(CCS)=O dipentaerythritol hexa(3-mercaptopropanoate)